2-(4-(ethylsulfonyl)phenyl)-3-hydroxypropionic acid C(C)S(=O)(=O)C1=CC=C(C=C1)C(C(=O)O)CO